maleic acid di-n-butyl ester C(CCC)OC(\C=C/C(=O)OCCCC)=O